CC1(C(CCC(C1)=O)C(=O)OCC)C ethyl 2,2-dimethyl-4-oxocyclohexane-1-carboxylate